tert-Butyl 4-(4-(benzyloxy)-4-oxo-1-(4-phenylpiperazin-1-yl)butan-2-yl)piperazine-1-carboxylate C(C1=CC=CC=C1)OC(CC(CN1CCN(CC1)C1=CC=CC=C1)N1CCN(CC1)C(=O)OC(C)(C)C)=O